FC1(CCN(CC1)C=1C=C(N)C=CC1)F 3-(4,4-Difluoropiperidin-1-yl)aniline